N-[(1R)-1-[3-[2-(methylaminomethyl)-3-thienyl]phenyl]ethyl]-6-oxo-pyridazine-3-carboxamide CNCC=1SC=CC1C=1C=C(C=CC1)[C@@H](C)NC(=O)C1=NNC(C=C1)=O